Cl.Cl.OC(COC=1C=C(C=2N(C1)N=CC2C#N)C=2C=NC(=CC2)N2CCNCC2)(C)C 6-(2-hydroxy-2-methylpropoxy)-4-(6-(piperazin-1-yl)pyridin-3-yl)pyrazolo[1,5-a]pyridine-3-carbonitrile Dihydrochloride